NC1=CC=C2C(C=C(OC2=C1[N+](=O)[O-])C=1C=NC=CC1)=O 7-amino-8-nitro-2-(pyridin-3-yl)-4H-chromen-4-one